tert-butyl (2-methyl-6-(1-methyl-5-(((4-phenylpyrimidin-2-yl)amino)methyl)-1H-pyrazol-4-yl)pyridin-3-yl)carbamate CC1=NC(=CC=C1NC(OC(C)(C)C)=O)C=1C=NN(C1CNC1=NC=CC(=N1)C1=CC=CC=C1)C